C(#N)C1=NC=C(N=C1)SC 2-cyano-5-methylthiopyrazine